C1(C=CC2=CC=CC=C12)[Zr](C)(C)C1=CC=CC=2C3=CC=CC=C3CC12 Indenyl-fluorenyl-dimethyl-zirconium